N-(2-chloro-6-methylphenyl)-2-((6-(4-(7-(2-(2,6-dioxopiperidin-3-yl)-1,3-dioxoisoindolin-4-yl)heptanoyl)piperazin-1-yl)-2-methylpyrimidin-4-yl)amino)thiazole-5-carboxamide ClC1=C(C(=CC=C1)C)NC(=O)C1=CN=C(S1)NC1=NC(=NC(=C1)N1CCN(CC1)C(CCCCCCC1=C2C(N(C(C2=CC=C1)=O)C1C(NC(CC1)=O)=O)=O)=O)C